1-(5-fluoro-6-(2-hydroxypropan-2-yl)pyridin-2-yl)-2-isopropyl-6-(methylthio)-1,2-dihydro-3H-pyrazolo[3,4-d]pyrimidin-3-one FC=1C=CC(=NC1C(C)(C)O)N1N(C(C=2C1=NC(=NC2)SC)=O)C(C)C